[Cu]=O.[Sr] strontium-copper-oxide